N-[(1S)-5,7-Difluoro-2,3-dihydro-1H-inden-1-yl]-2-{2,4-dioxo-1H-pyrido[4,3-d]pyrimidin-3-yl}acetamide FC=1C=C2CC[C@@H](C2=C(C1)F)NC(CN1C(NC2=C(C1=O)C=NC=C2)=O)=O